ClC=1C=2N(C=CN1)C(=NC2)C2=C(C(=NC=C2)C(F)(F)F)Cl 8-chloro-3-(3-chloro-2-(trifluoromethyl)pyridin-4-yl)imidazo[1,5-a]pyrazine